C(CCCCCCC)OP(OCCCCCCCC)(O)=O di-n-octyl-phosphoric acid